Cl.C[C@H]1N(CCNC1)CC=1C=CC2=C(C(=NO2)N2C(NC(CC2)=O)=O)C1 (R)-1-(5-((2-methylpiperazin-1-yl)methyl)benzo[d]isoxazol-3-yl)dihydropyrimidine-2,4(1H,3H)-dione hydrochloride